NC1=C2N=CN(C2=NC=N1)[C@H]1[C@@H]([C@@H]([C@H]2C[C@@H](CC=C12)O)O)O (1R,2S,3R,6R,7aS)-3-(6-amino-9H-purin-9-yl)-2,3,5,6,7,7a-hexahydro-1H-indene-1,2,6-triol